Cl.Cl.N(=NCC(C)C(NC1=CC=CC=C1)=N)CC(C)C(NC1=CC=CC=C1)=N azobis[2-(N-phenylamidino)propane] dihydrochloride